[Na+].C(CCCCCCCCCCC\C=C/CCCCCCCC)(=O)OC[C@@H](OC(CCCCCCCCCCC\C=C/CCCCCCCC)=O)COP(=O)([O-])[O-].[Na+] 1,2-dierucoyl-sn-glycero-3-phosphate sodium salt